8-Methyl-2-[(5-methylpyridin-2-yl)methyl]-N-[(3R)-oxolan-3-yl]-4,5-dihydro-2H-furo[2,3-g]indazole-7-carboxamide CC1=C(OC=2CCC3=CN(N=C3C21)CC2=NC=C(C=C2)C)C(=O)N[C@H]2COCC2